1,3,5-tris(3-(dimethylamino)propyl)hexahydro-1,3,5-triazine CN(CCCN1CN(CN(C1)CCCN(C)C)CCCN(C)C)C